Ethyl 4-((tert-butoxycarbonyl)amino)-2-cyano-2-ethylbutanoate C(C)(C)(C)OC(=O)NCCC(C(=O)OCC)(CC)C#N